5-[(4-Cyanopyridin-3-yl)sulfanyl]-2-fluorobenzoic acid C(#N)C1=C(C=NC=C1)SC=1C=CC(=C(C(=O)O)C1)F